CN(C(C=C)=O)CC=1OC2=C(C1C)C=CC=C2 N-methyl-N-((3-methylbenzofuran-2-yl)methyl)acrylamide